2-Pentylheptyl ((S)-(perfluorophenoxy)(phenoxy)phosphoryl)-L-phenylalaninate FC1=C(O[P@@](=O)(OC2=CC=CC=C2)N[C@@H](CC2=CC=CC=C2)C(=O)OCC(CCCCC)CCCCC)C(=C(C(=C1F)F)F)F